6-methoxy-N-(oxazol-2-ylmethyl)-8-(4-(trifluoromethyl)cyclohex-1-en-1-yl)quinoline-3-carboxamide COC=1C=C2C=C(C=NC2=C(C1)C1=CCC(CC1)C(F)(F)F)C(=O)NCC=1OC=CN1